methyl 5-(2-{[(4R)-4-{[2-amino-6-(4-methylpiperazin-1-yl)-1,3-benzodiazol-1-yl] methyl} pentyl] oxy}-4,5-difluorophenyl)-1-methyl-6-oxopyridine-3-carboxylate NC1=NC2=C(N1C[C@@H](CCCOC1=C(C=C(C(=C1)F)F)C1=CC(=CN(C1=O)C)C(=O)OC)C)C=C(C=C2)N2CCN(CC2)C